[NH4+].[O+2].[O+2] dioxygen ammonium salt